3-(5,6-dihydro-4H-pyrrolo[1,2-b]pyrazol-3-yl)-N-methyl-4-[4-(2,2,2-trifluoroethyl)phenoxy]benzene-1-sulfonamide N=1N2C(=C(C1)C=1C=C(C=CC1OC1=CC=C(C=C1)CC(F)(F)F)S(=O)(=O)NC)CCC2